2,4-dichloro-1,5-naphthyridine-3-carbonitrile ClC1=NC2=CC=CN=C2C(=C1C#N)Cl